ClC1=C(C=C(C=C1)C1=C(N=C(O1)C=1C=C(C=CC1)C)N1C(NC(C(=C1)F)=O)=O)F 1-(5-(4-chloro-3-fluorophenyl)-2-(m-tolyl)oxazol-4-yl)-5-fluoropyrimidine-2,4(1H,3H)-dione